ClC1=C(C=C(C=2C(=C3N(C12)CCN(C3=O)CC)C=3C=NNC3)NC(C(F)F)=O)Cl N-[6,7-dichloro-2-ethyl-1-oxo-10-(1H-pyrazol-4-yl)-3,4-dihydropyrazino[1,2-a]indol-9-yl]-2,2-difluoro-acetamide